4-(3-(2-benzylazepan-1-yl)-5-((4-methoxybenzyl)oxy)phenyl)morpholine C(C1=CC=CC=C1)C1N(CCCCC1)C=1C=C(C=C(C1)OCC1=CC=C(C=C1)OC)N1CCOCC1